1,1,1,3,3,3-hexafluoropropan-2-yl (±)-1-((6-methylpyridin-3-yl)carbamoyl)-6-azaspiro[2.5]octane-6-carboxylate CC1=CC=C(C=N1)NC(=O)[C@@H]1CC12CCN(CC2)C(=O)OC(C(F)(F)F)C(F)(F)F |r|